ClC1=CC(=C(C=C1C(F)(F)F)NC(=NC#N)N1C2CCC1CC=1C(=NC=CC12)F)F (±)-N-(4-chloro-2-fluoro-5-(trifluoromethyl)phenyl)-N'-cyano-1-fluoro-6,7,8,9-tetrahydro-5H-5,8-epiminocyclohepta[c]pyridine-10-carboximidamide